N,N-diethyl-3,5-difluoroaniline C(C)N(C1=CC(=CC(=C1)F)F)CC